C(C)OC(CC1=CC2=CC=CC(=C2C=C1)C#C[Si](C(C)C)(C(C)C)C(C)C)=O 5-((triisopropylsilyl)ethynyl)naphthalene-2-acetic acid ethyl ester